tert-butyl N-[2-(2-aminoethyl) phenyl]-N-ethylcarbamate NCCC1=C(C=CC=C1)N(C(OC(C)(C)C)=O)CC